ClC1=C(C=C(OCC(=O)NC23CC(C2)(C3)NC=3C=NC(=CC3)C(F)(F)F)C=C1)F 2-(4-chloro-3-fluorophenoxy)-N-(3-{[6-(trifluoromethyl)pyridin-3-yl]amino}bicyclo[1.1.1]pentan-1-yl)acetamide